FC=1C=C(C=C(C1)F)N1CCCC1=O 1-(3,5-Difluorophenyl)-5-oxopyrrolidin